6,8-difluoro-imidazo[1,2-a]Pyridine FC=1C=C(C=2N(C1)C=CN2)F